(3-(1-(6,7-dimethoxyquinazolin-4-yl)piperidin-4-yl)propyl)phosphonic acid COC=1C=C2C(=NC=NC2=CC1OC)N1CCC(CC1)CCCP(O)(O)=O